CC1=NC(=CC(=N1)NC1=C(C(=O)NOCC)C(=CC=N1)NC1=C(C(=CC=C1)C1=NC=C(N=C1)C)OC)C ((2,6-dimethyl-pyrimidin-4-yl)amino)-N-ethoxy-4-((2-methoxy-3-(5-methyl-pyrazin-2-yl)phenyl)amino)nicotinamide